1,3,4-trimethyl-2-pentyl-5-ethylimidazole tetraborate B(O)(O)O.B(O)(O)O.B(O)(O)O.B(O)(O)O.CN1C(N(C(=C1CC)C)C)CCCCC